COC=1C(=NC=CC1C=1N=NN(N1)C)NC1=C(C=NC(=C1)NC(CC)=O)C(=O)NC([2H])([2H])[2H] 4-{[3-methoxy-4-(2-methyl-2H-1,2,3,4-tetrazol-5-yl)pyridin-2-yl]amino}-N-(2H3)methyl-6-propanamidopyridine-3-carboxamide